1-(2-aminoethyl)-3-benzyloxy-2-methyl-4-pyridone NCCN1C(=C(C(C=C1)=O)OCC1=CC=CC=C1)C